NC=1SC(=C(N1)Cl)C(=O)N(OCC#C)CC1=C(C=C(C=C1)F)F 2-amino-4-chloro-N-(2,4-difluorobenzyl)-N-(2-propynyloxy)thiazole-5-carboxamide